2-anilinesulfonic acid NC=1C(=CC=CC1)S(=O)(=O)O